1-(4-{2-[4-Amino-5-(2-isopropyl-4,5-dimethoxy-benzyl)-pyrimidin-2-ylamino]-propyl}-piperazin-1-yl)-ethanone NC1=NC(=NC=C1CC1=C(C=C(C(=C1)OC)OC)C(C)C)NC(CN1CCN(CC1)C(C)=O)C